OC1C2OC(CC1(OC2N2C(NC(C(=C2)C)=O)=O)CO)C 1-(8-hydroxy-5-(hydroxymethyl)-3-methyl-2,6-dioxabicyclo[3.2.1]octan-7-yl)-5-methylpyrimidine-2,4(1H,3H)-dione